F[C@H]1CC2=CC=3CCCC3C(=C2C1)NC(=O)NS(=O)(=NC(C1=CC=CC=C1)(C1=CC=CC=C1)C1=CC=CC=C1)C=1C=NN2C1OCCC2 N-(((S)-2-fluoro-1,2,3,5,6,7-hexahydro-s-indacen-4-yl)carbamoyl)-N'-trityl-6,7-dihydro-5H-pyrazolo[5,1-b][1,3]oxazine-3-sulfonimidamide